CN(C)C1=CC=C(OC2=C(C(C#N)=CC=C2)C#N)C=C1N(C)C (4,5-di(N,N-dimethylamino)-phenoxy)phthalonitrile